aminocarbonyl-butyryl-L-2-aminopentanedioic acid amide NC(=O)C(C(C(=O)N)(N)C(CCC)=O)CC(=O)O